BrC1=CN(C2=CN=C(C=C21)NC(=O)C2CC2)C N-(3-bromo-1-methyl-1H-pyrrolo[2,3-c]pyridin-5-yl)cyclopropanecarboxamide